1-(3-bromophenyl)-3-(1H-pyrrolo[2,3-c]pyridine-5-yl)urea BrC=1C=C(C=CC1)NC(=O)NC=1C=C2C(=CN1)NC=C2